6-chloro-2,3-dihydro-5-methyl-N-[6-[(2-methyl-3-pyridinyl)oxy]-3-pyridinyl]-1H-indole-1-carboxyamide dihydrochloride Cl.Cl.ClC1=C(C=C2CCN(C2=C1)CC(=O)NC=1C=NC(=CC1)OC=1C(=NC=CC1)C)C